C(CCCCCCC)OS(=O)(=O)[O-] n-octylsulfat